3-chloro-N-[(2RS)-1-hydroxy-3-phenylpropan-2-yl]isonicotinamide ClC1=C(C(=O)N[C@@H](CO)CC2=CC=CC=C2)C=CN=C1 |r|